C(CCCCCCC)C(CC=1C=C(SC1)C1=C2C(N=CS2)=C(C2=C1N=CS2)C=2SC=C(C2)CC(CCCCCCCCCC)CCCCCCCC)CCCCCCCCCC 4,8-bis-[4-(2-octyl-dodecyl)-thiophen-2-yl]-benzo[1,2-d:4,5-d']Bis-thiazole